O=C1OC2(C3=CC=C(C=C3OC=3C=C(C=CC23)OS(=O)(=O)C(F)(F)F)OS(=O)(=O)C(F)(F)F)C2=CC(=CC=C12)S(=O)(=O)O 3-oxo-3',6'-bis(((trifluoromethyl)sulfonyl)oxy)-3H-spiro[isobenzofuran-1,9'-xanthene]-6-sulfonic acid